FC1(OC2=C(O1)C=CC(=C2)C2=NNC1=NC(=CN=C12)N1C[C@@H]2[C@]([C@@H]2CC1)(C1=NOC(=C1)C)CN)F [(1S,6R,7S)-3-[3-(2,2-difluoro-1,3-benzodioxol-5-yl)-1H-pyrazolo[3,4-b]pyrazin-6-yl]-7-(5-methyl-1,2-oxazol-3-yl)-3-azabicyclo[4.1.0]heptan-7-yl]methanamine